N-[3-[5-bromo-1-(oxazolidin-2-yl)pyrazolo[3,4-b]Pyridine-3-carbonyl]-2,6-difluorophenyl]Methanesulfonamide BrC=1C=C2C(=NC1)N(N=C2C(=O)C=2C(=C(C(=CC2)F)NS(=O)(=O)C)F)C2OCCN2